(Z)-1-fluoro-4-(4-methylstyryl)benzene FC1=CC=C(C=C1)\C=C/C1=CC=C(C=C1)C